CC1(OC2=C(C=C1)C=C(C=C2CC=C(C)C)C=CC(=O)O)C 2,2-dimethyl-8-prenyl-2H-1-benzopyran-6-acrylic acid